1-(4-((4-((5-(5-fluoropyridin-3-yl)-2-methoxyphenyl)amino)-7-methoxyquinazolin-6-yl)oxy)piperidine-1-yl)prop-2-en-1-one FC=1C=C(C=NC1)C=1C=CC(=C(C1)NC1=NC=NC2=CC(=C(C=C12)OC1CCN(CC1)C(C=C)=O)OC)OC